tert-butyl (2R,6S)-2,6-dimethyl-4-(1-oxo-2H-isoquinolin-6-yl)piperazine-1-carboxylate C[C@H]1N([C@H](CN(C1)C=1C=C2C=CNC(C2=CC1)=O)C)C(=O)OC(C)(C)C